N-[(1R,2S)-2-hydroxycyclohexyl]-N'-[3-({[5-(pyrimidin-2-yl)pyridin-3-yl]amino}methyl)phenyl]urea O[C@@H]1[C@@H](CCCC1)NC(=O)NC1=CC(=CC=C1)CNC=1C=NC=C(C1)C1=NC=CC=N1